NC=1C=C(OC2=CC=C(C=C2)C2=CC=C(C=C2)C2=CC=C(C=C2)OC2=CC(=CC=C2)N)C=CC1 1,4-bis[4-(3-aminophenoxy)phenyl]benzene